N-(3-(((2-hydroxyethyl)-(methyl)amino)methyl)-5-(trifluoromethyl)phenyl)-6-(imidazo[1,2-a]pyridine-3-carbonyl)-4,5,6,7-tetra-hydrothieno[2,3-c]pyridine-3-carboxamide OCCN(C)CC=1C=C(C=C(C1)C(F)(F)F)NC(=O)C1=CSC=2CN(CCC21)C(=O)C2=CN=C1N2C=CC=C1